C12CN(CC(CC1)C2C(=O)[O-])C(=O)OC methyl 3-azabicyclo[3.2.1]octane-3,8-dicarboxylate